chloro-N-{[4-(5-methyl-1,3-thiazol-4-yl)-2,5-dioxoimidazolidin-4-yl]methyl}-4'-(trifluoromethyl)[biphenyl]-2-carboxamide ClC1=C(C(=CC=C1)C1=CC=C(C=C1)C(F)(F)F)C(=O)NCC1(NC(NC1=O)=O)C=1N=CSC1C